CC=1C=C(C(=O)NCC(=O)N2CCCC2)C=CC1OC1=CC=CC=C1 ((3-methyl-4-phenoxybenzoyl)glycyl)pyrrolidine